13-E-4-chlorobenzyl bromide ClC1=CC=C(CBr)C=C1